CN1N=C2C=CC=CC2=C1 2-methyl-2H-indazole